CC1=C(C=C2C=C(N=CC2=C1)NC(=O)[C@H]1[C@@H](C1)C1=NC=CC=C1)N1CC[NH+](CC1)[C@]1(COCC1)C (1R,2R)-N-[7-methyl-6-[4-((R)-3-methyltetrahydrofuran-3-yl)piperazin-4-ium-1-yl]-3-isoquinolinyl]-2-(2-pyridinyl)cyclopropanecarboxamide